Cl.FC1=C2CC(CC2=CC(=C1)F)N 4,6-difluoro-2,3-dihydro-1H-inden-2-amine hydrochloride